AMYLAMINE C(CCCC)N